C(C)C1C2(CCCC1)[C@H]1CC[C@@H](C2=O)C1 ethyl-(1S,4R)-3-oxospiro[bicyclo[2.2.1]heptane-2,1'-cyclohexan]